bisphenol A phosphonite P(O)O.OC1=CC=C(C=C1)C(C)(C)C1=CC=C(C=C1)O